[1-[(2R,3R,4S,5R)-5-(benzoyloxymethyl)-2-cyano-3,4-dihydroxy-tetrahydrofuran-2-yl]-2-oxo-pyrimidin-4-yl]-hydroxy-ammonium C(C1=CC=CC=C1)(=O)OC[C@@H]1[C@H]([C@H]([C@](O1)(C#N)N1C(N=C(C=C1)[NH2+]O)=O)O)O